ethyl 2-(2-((7-(2-(aminomethyl)-3-fluoropyridin-4-yl)-3-fluorobenzofuran-5-yl)methoxy)phenyl)acetate NCC1=NC=CC(=C1F)C1=CC(=CC=2C(=COC21)F)COC2=C(C=CC=C2)CC(=O)OCC